3-amino-2-chloro-pyridin-4-ol NC=1C(=NC=CC1O)Cl